(R)-(3-(3-(difluoromethyl)-1,2,4-thiadiazol-5-yl)-8-methyl-5,6-dihydro-[1,2,4]triazolo[4,3-a]pyrazin-7(8H)-yl)(4-fluorophenyl)methanone FC(C1=NSC(=N1)C1=NN=C2N1CCN([C@@H]2C)C(=O)C2=CC=C(C=C2)F)F